(1-((5,7-dioxaspiro[2.5]octan-6-yl)methyl)-1H-1,2,3-triazol-4-yl)(4-(cyclopropylethynyl)-7-methylindolin-1-yl)methanone C1CC12COC(OC2)CN2N=NC(=C2)C(=O)N2CCC1=C(C=CC(=C21)C)C#CC2CC2